ClC=1C=CC(=C(C1)O)C1=C2C(=C(N=N1)NC1CC(OCC1)C)C=NC=C2 5-chloro-2-{4-[(2-methyloxan-4-yl)amino]pyrido[3,4-d]pyridazin-1-yl}phenol